ClC=1C=C2C(=NC1OC)C(=C(N2C)C2=NNC(=N2)[C@@H](C(F)(F)F)OCCO)N2C=NC=C2 (S)-2-(1-(3-(6-chloro-3-(1H-imidazol-1-yl)-5-methoxy-1-methyl-1H-pyrrolo[3,2-b]-pyridin-2-yl)-1H-1,2,4-triazol-5-yl)-2,2,2-trifluoroethoxy)-ethan-1-ol